C1(CC1)S(=O)(=O)N1N=CC(=C1)C1=NC=CC(=N1)NC1=NC=C(C(=C1)N1CCC(CC1)N1CC(C1)(F)F)C#CC=1C=NN(C1)C 2-(1-(cyclopropylsulfonyl)-1H-pyrazol-4-yl)-N-(4-(4-(3,3-difluoroazetidin-1-yl)piperidin-1-yl)-5-((1-methyl-1H-pyrazol-4-yl)ethynyl)pyridin-2-yl)pyrimidin-4-amine